OC1=CC=C2C(C(COC2=C1)C=1C=C2C=CC(OC2=CC1O)(C)C)=O 7-hydroxy-3-(7-hydroxy-2,2-dimethyl-2H-chromen-6-yl)chroman-4-one